tungsten telluride [W]=[Te]